C(C)C1=CC=C(C=C1)C=1C=C2C=CNC2=CC1 5-(4-ethylphenyl)indole